4-[4-[2-(4-hydroxy-3,5-di-t-butyl-phenyl)mercaptopropane-2-ylsulfanyl]-2,6-di-t-butyl-phenoxy]-4-oxo-butyric acid OC1=C(C=C(C=C1C(C)(C)C)SC(C)(C)SC1=CC(=C(OC(CCC(=O)O)=O)C(=C1)C(C)(C)C)C(C)(C)C)C(C)(C)C